3-((4-isopropoxy-4-oxobutyl)amino)benzo[e][1,2,4]triazine-1,4-dioxide C(C)(C)OC(CCCNC=1N=[N+](C2=C([N+]1[O-])C=CC=C2)[O-])=O